2-(dichloromethyl)-6-ethyl-2,3-dihydroimidazo[1,2-a]pyrazin-2-ol ClC(C1(N=C2N(C=C(N=C2)CC)C1)O)Cl